C[Si](O[Si](O[Si](C)(C)C)(C)O[Si](O[Si](O[Si](C)(C)C)(O[Si](C)(C)C)C)(O[Si](O[Si](C)(C)C)(O[Si](C)(C)C)C)CCCCCCC(=O)OC=C)(C)C vinyl 7-(5-((1,1,1,3,5,5,5-heptamethyltrisiloxan-3-yl)oxy)-1,1,1,3,7,9,9,9-octamethyl-3,7-bis((trimethylsilyl)oxy)pentasiloxan-5-yl)heptanoate